3,4-Anhydro-3-carboxy-2-deoxy-L-threo-pentaric acid C(=O)(O)[C@]1(CC(=O)O)[C@@H](O1)C(=O)O